C(C)N(C=1C=CC2=C(C3=CC=C(C=C3[O+]=C2C1)N(CC)CC)C1=C(C=C(C=C1)S(=O)(=O)O)S(=O)(=O)[O-])CC 2-(3,6-bis(diethylamino)xanthylium-9-yl)-5-sulfobenzenesulfonate